OC=1C(=CC(=C2C=CC=NC12)C)C(C=1C=NC=CC1)C(C(=O)N)CCCC ((8-hydroxy-5-methylquinolin-7-yl)(pyridin-3-yl)methyl)hexanamide